(R)-6-(2-(2-methoxybenzyl)pyrrolidin-1-yl)-4-morpholinopyridin-2(1H)-one COC1=C(C[C@@H]2N(CCC2)C2=CC(=CC(N2)=O)N2CCOCC2)C=CC=C1